C(C1=CC=CC=C1)O[C@H](CO)COCCCCCCCCCCCCCCCCCC (R)-2-(benzyloxy)-3-(octadecyloxy)propan-1-ol